racemic-isoflavone O1C=C(C(=O)C2=CC=CC=C12)C1=CC=CC=C1